(pentafluorophenyl)acrylate FC1=C(C(=C(C(=C1OC(C=C)=O)F)F)F)F